magnesium-zinc-yttrium-titanium [Ti].[Y].[Zn].[Mg]